C(=O)(OC)C=1[C@H]2CC[C@@H](CC1C1=CC=CC=C1)N2C (R)-2-carbomethoxy-3-phenyl-2-tropene